ClC(CCCCC(=O)OC1=CC=C(C=C1)CO[Si](C1=CC=CC=C1)(C1=CC=CC=C1)C(C)(C)C)=O 4-(((tert-butyldiphenylsilyl)oxy)methyl)phenyl 6-chloro-6-oxohexanoate